NC1=NC(=C2C(=N1)N(N=C2)CC2=CC(=C(C=C2)N)C)C2=CC=CC(=N2)C#N 6-(6-amino-1-(4-amino-3-methylbenzyl)-1H-pyrazolo[3,4-d]pyrimidin-4-yl)pyridinecarbonitrile